C(#N)C1CN(C1)C1=C(C#N)C=C(C=N1)C1=NNC2=CC=C(C=C12)O[C@H](C)C1=C(C=NC=C1Cl)Cl (R)-2-(3-cyanoazetidin-1-yl)-5-(5-(1-(3,5-dichloropyridin-4-yl)ethoxy)-1H-indazol-3-yl)nicotinonitrile